1-[4-fluoro-2-(methoxy-methyl)phenyl]-3-{2-methyl-1-[3-(pyridin-3-yl)-1,2,4-oxadiazol-5-yl]propyl}urea FC1=CC(=C(C=C1)NC(=O)NC(C(C)C)C1=NC(=NO1)C=1C=NC=CC1)COC